COC(COC1=NC=CC=C1[N+](=O)[O-])OC 2-(2,2-dimethoxyethoxy)-3-nitropyridine